OC1=CC=C(C=C1)C(C(=O)N)C 4-hydroxyphenyl-propionamide